C(CCC)[Sn](C=C)(CCCC)CCCC Tri-n-butyl-vinyltin